COC=1C=C(C=CC1NC1=NC=NC(=C1)N1OCC[C@@H]1C1=CC=CC=C1)N1C(OCC1)=O (R)-3-(3-methoxy-4-((6-(3-phenylisoxazolidin-2-yl)pyrimidin-4-yl)amino)phenyl)oxazolidin-2-On